2-((4-amino-2-butyl-1H-imidazo[4,5-d]thieno[3,2-b]pyridin-1-yl)methyl)thiazol NC1=C2C(=C3C(=N1)C=CS3)N(C(=N2)CCCC)CC=2SC=CN2